N-[(15aS,16R,17S)-7-chloro-17,20-difluoro-1-oxo-2,3,15a,16,17,18-hexahydro-1H,15H-4,8:14,10-di(metheno)pyrrolo[1,2-j][1,8,10]oxadiazacycloheptadecin-16-yl]methanesulfonamide ClC1=C2OC=3C=CC=C(C[C@@H]4N(C(NCC(C=C1)=C2)=O)C[C@@H]([C@@H]4NS(=O)(=O)C)F)C3F